NC1CC2C=CC1CC2 3-Endo-aminobicyclo[2.2.2]oct-5-ene